FC1CNC2=CC(=CC=C2C1)F 3,7-difluoro-1,2,3,4-tetrahydroquinoline